ClC1=CC=C(CN2N=C3C4=C(CCC3=C2)OC(=C4C)C(=O)N4[C@@H](CCC4)C(=O)N)C=C1 1-{[2-(4-chlorobenzyl)-8-methyl-4,5-dihydro-2H-furo[2,3-g]indazol-7-yl]carbonyl}-L-prolinamide